3-(3-methyl-2-oxo-4-((1-(2,2,2-trifluoroacetyl)piperidin-4-yl)oxy)-2,3-dihydro-1H-benzo[d]imidazol-1-yl)piperidine-2,6-dione CN1C(N(C2=C1C(=CC=C2)OC2CCN(CC2)C(C(F)(F)F)=O)C2C(NC(CC2)=O)=O)=O